2-(pyrimidin-5-ylamino)-9-(trifluoromethyl)-7H-pyrimido[5',4':3,4]cyclopenta[1,2-c]quinolin-7-one N1=CN=CC(=C1)NC=1C=C2C3=C(C=NC2=CC1)C(C1=C3C=NC(=N1)C(F)(F)F)=O